3-(6-(1-(((R)-3,3-dimethylpiperidin-4-yl)methyl)piperidin-4-yl)-7-fluoro-1-methyl-1H-indazol-3-yl)piperidine-2,6-dione CC1(CNCC[C@H]1CN1CCC(CC1)C1=CC=C2C(=NN(C2=C1F)C)C1C(NC(CC1)=O)=O)C